CC1(CCNCC1)OCC=1C=C(CN2CCC(CC2)C(=O)O)C=C(C1)C(F)(F)F 1-(3-(((4-methylpiperidin-4-yl)oxy)methyl)-5-(trifluoromethyl)benzyl)piperidine-4-carboxylic acid